ClC1=C(C=C(C=C1)C1=NN(C(=N1)CC(=O)NCC1=CC(=[N+](C(=C1)C)[O-])C)CC)F 2-[3-(4-chloro-3-fluorophenyl)-1-ethyl-1H-1,2,4-triazol-5-yl]-N-[(2,6-dimethyl-1-oxidopyridin-4-yl)methyl]acetamide